6-(1-(3,3-difluorocyclobutyl)-4-(4-fluoro-phenyl)-1H-imidazol-5-yl)imidazo[1,2-a]pyridine-3-carboxamide FC1(CC(C1)N1C=NC(=C1C=1C=CC=2N(C1)C(=CN2)C(=O)N)C2=CC=C(C=C2)F)F